COC=1C=C(C(=O)N)C=CC1CN1N=CC=C1 3-Methoxy-4-(pyrazol-1-ylmethyl)benzamide